CC1(COC2=CC(=CC=C2C1=O)O[C@@H](C1=CC=C(C(=O)N)C=C1)C1=CC=NC=C1)C (S)-4-(((3,3-dimethyl-4-oxochroman-7-yl)oxy)(pyridin-4-yl)methyl)benzamide